benzo[d][1,3]dioxolane-5-carbaldehyde O1COC2=C1C=CC(=C2)C=O